O=C1N(CCC(N1)=O)N1C(C2=CC=CC(=C2C1)N1CCC(CC1)C=O)=O 1-(2-(2,4-dioxotetrahydropyrimidin-1(2H)-yl)-1-oxoisoindolin-4-yl)piperidine-4-carbaldehyde